2,6-dichloro-4-fluoronicotinamide ClC1=C(C(=O)N)C(=CC(=N1)Cl)F